N-methyl-3-[[[3-methyl-5-[4-[(prop-2-ynoylamino)methyl]-2-pyridyl]benzoyl]amino]sulfamoyl]benzamide CNC(C1=CC(=CC=C1)S(NNC(C1=CC(=CC(=C1)C1=NC=CC(=C1)CNC(C#C)=O)C)=O)(=O)=O)=O